[Cl-].C(CCCCCCC\C=C/CCCCCCCC)OC(C[N+](C)(C)CC(OCCCCCCCC\C=C/CCCCCCCC)=O)=O N,N-bis(2-oleyloxyoxo-ethyl)-N,N-dimethyl-ammonium chloride